CC1=CC=C(C=N1)CCO 2-(6-methyl-3-pyridyl)ethanol